F[C@@H]1CN(C[C@H](C1)NC=1N=CC2=C(N1)N(C(C(=C2)C2=CC(=C(C=C2)NS(=O)(=O)CC2=C(C=CC=C2)F)F)=O)CCOC)C(=O)OC(C)(C)C tert-Butyl (3S,5S)-3-fluoro-5-[[6-[3-fluoro-4-[(2-fluorophenyl)methylsulfonylamino]phenyl]-8-(2-methoxyethyl)-7-oxo-pyrido[2,3-d]pyrimidin-2-yl]amino]piperidine-1-carboxylate